Monodeuteroacetic acid [2H]CC(=O)O